BrC=1C=C(C=C(C1)Cl)N1C(N=C2C(C1=O)=CC=CN2CC=2C=NC(=CC2)Cl)=O 3-(3-bromo-5-chlorophenyl)-8-((6-chloropyridin-3-yl)methyl)pyrido[2,3-d]pyrimidine-2,4(3H,8H)-dione